NC1=CC(=C2C(N(CCCCC[C@@](C3=NN=C(C1=N2)O3)(C(F)(F)F)O)C3CC2(C3)CCC2)=O)C(F)(F)F (6R)-17-Amino-6-hydroxy-12-spiro[3.3]heptan-2-yl-6,15-bis(trifluoromethyl)-19-oxa-3,4,12,18-tetrazatricyclo[12.3.1.12,5]nonadeca-1(18),2,4,14,16-pentaen-13-one